FC(C1=CC=C(CON=C2C3=CC=CC=C3C(C=3[NH+](CN(C32)C)C)=O)C=C1)(F)F (E)- or (Z)-4-((4-trifluoromethylbenzyloxy)imino)-1,3-dimethyl-9-oxo-4,9-dihydro-1H-naphtho[2,3-d]imidazolium